O1CC(C1)N1CCC(CC1)COC1=CC=2N(C=C1)C(=CN2)C2=CC(=NC=N2)NCC2=CC=C(C=C2)N2N=NC=C2 {6-[7-(1-oxetan-3-yl-piperidin-4-ylmethoxy)-imidazo[1,2-a]pyridin-3-yl]-pyrimidin-4-yl}-(4-[1,2,3]triazol-1-yl-benzyl)-amine